ClC1=CC=C(C=C1)C=1C(CCN(N1)C(=O)NS(=O)(=O)C1=NC=C(C=C1)C(F)(F)F)C1=CC=CC=C1 6-(4-chlorophenyl)-5-phenyl-N-[[5-(trifluoromethyl)-2-pyridyl]sulfonyl]-4,5-dihydro-3H-pyridazine-2-carboxamide